ClC=1C=C(C=CC1)C1(OCC1(F)F)CN [2-(3-chlorophenyl)-3,3-difluorooxetan-2-yl]methanamine